2-hydroxy-3,4-dimethoxybenzoic acid OC1=C(C(=O)O)C=CC(=C1OC)OC